hexahydroxydopa OC=1C(=C(C([C@@H](C(=O)O)N(O)O)(O)O)C=C(C1O)O)O